ethyl-6-morpholinobenzo[b]thiophene-2-carboxamide C(C)C=1C2=C(SC1C(=O)N)C=C(C=C2)N2CCOCC2